N1C[C@H](CCC1)NC1=NC=C(C(=N1)C1=CN=C2C(N=CC=CC=C21)=O)C(F)(F)F 3-(2-{[(3S)-piperidin-3-yl]amino}-5-(trifluoromethyl)pyrimidin-4-yl)-9H-pyrrolo[2,3-c]azocin-9-one